COC=1C=C(C=O)C=CC1[N+](=O)[O-] 3-methoxy-4-nitrobenzaldehyde